tris(xylyl)phosphonium C1(=C(C(=CC=C1)C)C)[PH+](C1=C(C(=CC=C1)C)C)C1=C(C(=CC=C1)C)C